2,2'-diamino-9,9'-spirobifluorene NC1=CC=2C3(C4=CC=CC=C4C2C=C1)C1=CC=CC=C1C=1C=CC(=CC13)N